OC=1C=C(C(=O)O[C@H]2OC[C@H]([C@@H]([C@H]2OC(C2=CC(=C(C(=C2)OC(C2=CC(=C(C(=C2)O)O)O)=O)O)O)=O)OC(C2=CC(=C(C(=C2)OC(C2=CC(=C(C(=C2)O)O)O)=O)O)O)=O)OC(C2=CC(=C(C(=C2)OC(C2=CC(=C(C(=C2)O)O)O)=O)O)O)=O)C=C(C1O)OC(C1=CC(=C(C(=C1)O)O)O)=O (2R,3R,4S,5R)-tetrahydro-2H-pyran-2,3,4,5-tetrayl tetrakis(3,4-dihydroxy-5-((3,4,5-trihydroxybenzoyl) oxy) benzoate)